[2-(azetidin-2-yl)ethyl]-6alpha-hydroxymethylandrostane-7,17-dione N1C(CC1)CCC[C@@]12C(CC[C@H]1[C@@H]1C([C@@H](C3CCCC[C@]3(C)[C@H]1CC2)CO)=O)=O